2,2-trifluoroacetophenone C1=CC=C(C=C1)C(=O)C(F)(F)F